FC(COC1=C(C=C(C(=N1)OC)NS(=O)(=O)C=1C=2CCN(C(C2C=CC1)=O)C)F)F N-[6-(2,2-difluoroethoxy)-5-fluoro-2-methoxy-3-pyridinyl]-1-keto-2-methyl-3,4-dihydroisoquinoline-5-sulfonamide